calcium-holmium borate B([O-])([O-])[O-].[Ho+3].[Ca+2]